Tert-butyl 6-(8-(benzo[d]thiazol-2-yl-((2-(trimethylsilyl) ethoxy) methyl) carbamoyl)-3,4-dihydroisoquinolin-2(1H)-yl)-3-bromopicolinate S1C(=NC2=C1C=CC=C2)N(C(=O)C=2C=CC=C1CCN(CC21)C2=CC=C(C(=N2)C(=O)OC(C)(C)C)Br)COCC[Si](C)(C)C